3-(1'-benzyl-7-oxo-5,7-dihydro-2H,6H-spiro[furo[2,3-f]isoindole-3,4'-piperidin]-6-yl)piperidine-2,6-dione C(C1=CC=CC=C1)N1CCC2(CC1)COC1=CC=3C(N(CC3C=C12)C1C(NC(CC1)=O)=O)=O